(7S,8S)-8-((tert-butoxycarbonyl)amino)-1,4-dioxaspiro[4.4]nonane-7-carboxylate C(C)(C)(C)OC(=O)N[C@@H]1[C@H](CC2(OCCO2)C1)C(=O)[O-]